2-(2-fluoro-5-((S or R)-1-(((R)-((R)-7-fluoro-1,2,3,4-tetrahydropyrido[2,3-b]pyrazin-3-yl)(phenyl)methyl)amino)propan-2-yl)-4-methylphenyl)acetic acid FC1=C(C=C(C(=C1)C)[C@@H](CN[C@H](C1=CC=CC=C1)[C@H]1CNC2=C(N1)N=CC(=C2)F)C)CC(=O)O |o1:8|